FC=1C=C2C[C@@H](CN3C2=C(C1F)C=C3)NC(OC(C)(C)C)=O tert-butyl (S)-(8,9-difluoro-5,6-dihydro-4H-pyrrolo[3,2,1-ij]quinolin-5-yl)carbamate